C1(=CC=CC=2C3=CC=CC=C3CC12)[Si]([Si](C)(C)C)(C)C(O)(C1=CC=CC=C1)C1=CC=C(C=C1)C fluorenyl-[(p-tolyl)(phenyl)hydroxymethyl]-tetramethyldisilane